4-chloro-7,7-dimethyl-10-(piperidin-4-yl)pyrido[3',2':4,5]pyrrolo[1,2-a]quinazolin-5(7H)-one ClC=1C=2C(N=C3N(C2C=CC1)C1=C(C3(C)C)C=CC(=N1)C1CCNCC1)=O